1-methyl-1,3-butanediol CC(CC(C)O)O